C1(CCCC1)N1C(N(C=2C1=C1C(=NC2)NC(=C1C=1C=C2C=NN(C2=CC1)C)C=1C=NC(=CC1)OC(C)C)C)=O 1-cyclopentyl-7-(6-isopropoxypyridin-3-yl)-3-methyl-8-(1-methyl-1H-indazol-5-yl)-3,6-dihydroimidazo[4,5-d]pyrrolo[2,3-b]pyridin-2(1H)-one